N-(6-((5-chloro-2-((4-(3-(dimethylamino)-[1,4'-bipiperidin]-1'-yl)-2-methoxy-5-methylphenyl)amino)pyrimidin-4-yl)amino)-2,3-dihydrobenzofuran-5-yl)-N-methylmethanesulfonamide ClC=1C(=NC(=NC1)NC1=C(C=C(C(=C1)C)N1CCC(CC1)N1CC(CCC1)N(C)C)OC)NC1=CC2=C(CCO2)C=C1N(S(=O)(=O)C)C